O1CCC2=C1C(=CC=C2)CCC=O 3-(2,3-dihydrobenzofuran-7-yl)propanal